C1(CC1)OC1=C(C(=C(C(=C1F)F)C1=CC2=C(OC(C(N2)=O)(F)F)C=C1F)F)F 6-(4-cyclopropoxy-2,3,5,6-tetrafluorophenyl)-2,2,7-trifluoro-2H-benzo[b][1,4]oxazin-3(4H)-one